S1C(=CC=C1)C=1C2=CC=CC=C2C(=C2C=CC=CC12)Br 9-(thien-2-yl)-10-bromoanthracene